C[Si](OCC#N)(C)C 2-((trimethylsilyl)oxy)acetonitrile